C[Si](C)(C)C#CC1=C(SC=C1)C=O 3-((trimethylsilyl)ethynyl)thiophene-2-carbaldehyde